COC([C@@H](N)C1=C(C=CC=C1)Br)=O (S)-(+)-2-bromophenylglycine methyl ester